(2R)-2-[[4-(2-chloro-4-fluoro-phenyl)-7-quinolyl]oxy]-1-(3,3,5,5-tetramethylpiperazin-1-yl)propan-1-one ClC1=C(C=CC(=C1)F)C1=CC=NC2=CC(=CC=C12)O[C@@H](C(=O)N1CC(NC(C1)(C)C)(C)C)C